2-{bicyclo[2.2.1]hept-5-en-2-ylmethyl}-2-azaspiro[3.3]heptan-6-yl (2R,6S)-2,6-dimethyl-4-[5-(trifluoromethyl)pyrimidin-2-yl]piperazine-1-carboxylate C[C@H]1N([C@H](CN(C1)C1=NC=C(C=N1)C(F)(F)F)C)C(=O)OC1CC2(CN(C2)CC2C3C=CC(C2)C3)C1